ClC1=C(C(=C(C(=N1)Cl)Cl)S(=O)(=O)C)Cl tetra-chloro-4-methylsulfonyl-pyridine